CC1=CC(=C(C=C1)C(=O)N1[C@@H](COCC1)CC1=CC(=CC=C1)N1N=CC=N1)N1N=CC=N1 (4-methyl-2-[1,2,3]triazol-2-yl-phenyl)-[(R)-3-(3-[1,2,3]triazol-2-yl-benzyl)-morpholin-4-yl]-methanone